1-((2R,5S)-4-(6-chloro-8-fluoro-7-(2-fluoro-6-hydroxy-phenyl)quinazolin-4-yl)-2,5-dimethyl-piperazin-1-yl)prop-2-en-1-one ClC=1C=C2C(=NC=NC2=C(C1C1=C(C=CC=C1O)F)F)N1C[C@H](N(C[C@@H]1C)C(C=C)=O)C